5-(3,3-dimethyl-1-(1-methyl-1H-pyrazol-4-yl)-2-oxoindolin-4-yl)-N-(4-fluorophenyl)-2-(trifluoromethyl)benzamide CC1(C(N(C2=CC=CC(=C12)C=1C=CC(=C(C(=O)NC2=CC=C(C=C2)F)C1)C(F)(F)F)C=1C=NN(C1)C)=O)C